ClC1=CC=C(OC=2C=CC(=NC2)CN2C(C(=C(CC2)O)C(=O)NCC(=O)O)=O)C=C1 N-[(1-{[5-(4-chlorophenoxy)-2-pyridinyl]methyl}-4-hydroxy-2-oxo-1,2,5,6-tetrahydro-3-pyridinyl)carbonyl]glycine